CC=1C=C(C=CC1)C#CC1=C(NC=C1C(=O)OCC)C(=O)OCC diethyl 3-((3-methylphenyl) ethynyl)-1H-pyrrole-2,4-dicarboxylate